cyclopropane-carbohydrazide C1(CC1)C(=O)NN